ClC1=C(C(=NC=C1)CC)N chloro-2-ethylpyridin-3-amine